FC1=C(CN2N(C3=CC(=CC(=C3C2=O)OC)C(=O)O)C[C@H]2OCC2)C=C(C(=C1)C1=NC(=CC=C1)OCC=1SC(=CN1)Cl)F (S)-2-(2,5-difluoro-4-(6-((5-chlorothiazol-2-yl)methoxy)pyridin-2-yl)-benzyl)-4-methoxy-1-((oxetan-2-yl)methyl)-3-oxo-2,3-dihydro-1H-indazole-6-carboxylic acid